(E)-4,4'-((but-2-ene-1,4-diylbis(oxy))bis(4-fluoro-6-methoxybenzo[b]thiophene-5,2-diyl))bis(4-oxobutanoic acid) C(\C=C\COC1=C(C2=C(SC(=C2)C(CCC(=O)O)=O)C=C1OC)F)OC1=C(C2=C(SC(=C2)C(CCC(=O)O)=O)C=C1OC)F